CN1CCC(CC1)NC([O-])=O N-(1-methylpiperidin-4-yl)carbamate